N-(3-aminopropyl)-triethylenetetramine NCCCNCCNCCNCCN